C(C)OC(=O)C1=CC=CN1 Pyrrole-5(1H)-carboxylic acid ethyl ester